C(C)C(C=O)CCCCC 2-ethyl-1-heptanal